FC(C1=CC=C2C(=N1)C1(C(N2)=O)CCN(CC1)CCOC1=CC2=C(N(C=N2)[C@@H]2CNC(C2)=O)C(=C1)C(F)(F)F)F |o1:27| (S or R)-5'-(difluoromethyl)-1-(2-((1-(5-oxopyrrolidin-3-yl)-7-(trifluoromethyl)-1H-benzo[d]imidazol-5-yl)oxy)ethyl)spiro[piperidine-4,3'-pyrrolo[3,2-b]pyridin]-2'(1'H)-one